CN(C1=C(C=C(C(=O)OCC(C)C)C#N)C=CC=C1)C isobutyl 2-dimethylamino-α-cyanocinnamate